phenethyl coumarate C(\C=C\C1=CC=C(C=C1)O)(=O)OCCC1=CC=CC=C1